(5-(2,4-difluorophenoxy)pyridin-2-yl)-6-(5-methyl-1,3,4-oxadiazol-2-yl)-6-azaspiro[2.5]octane-1-carboxamide FC1=C(OC=2C=CC(=NC2)C2(CC23CCN(CC3)C=3OC(=NN3)C)C(=O)N)C=CC(=C1)F